C(C)(C)(C)OC(=O)N1[C@@H]([C@@H](CC1)O)C(=O)O (2S,3R)-1-(tert-butoxycarbonyl)-3-hydroxy-pyrrolidine-2-carboxylic acid